[C@H]12CN(C[C@H](CC1)N2)C=2C1=C(N=C(N2)OCC23CCCN3CC(C2)F)C(=C(N=C1)C1=C(C#N)C=CC=C1)F 2-(4-((1R,5S)-3,8-diazabicyclo[3.2.1]octan-3-yl)-8-fluoro-2-((2-fluorotetrahydro-1H-pyrrolizin-7a(5H)-yl)methoxy)pyrido[4,3-d]pyrimidin-7-yl)benzonitrile